5-{2-[(4-chloro-1H-indol-6-yl)amino]-1H-1,3-benzodiazol-5-yl}pyridine-3-carbonitrile ClC1=C2C=CNC2=CC(=C1)NC1=NC2=C(N1)C=CC(=C2)C=2C=C(C=NC2)C#N